[2,8-3H]-adenine N1=C(N=C2N=C(NC2=C1N)[3H])[3H]